ClC1=CC=C(C[C@H]2CO[C@H](CN2C(=O)OC(C)(C)C)COC(F)F)C=C1 (2R,5S)-tert-butyl 5-(4-chlorobenzyl)-2-((difluoromethoxy)methyl)morpholine-4-carboxylate